4-(dimethylamino)benzoyl chloride hydrochloride Cl.CN(C1=CC=C(C(=O)Cl)C=C1)C